2-((4-aminophenyl)thio)ethan-1-ol NC1=CC=C(C=C1)SCCO